COC(\C=C\C=1C(=NC(=NC1Cl)C)N)=O (E)-3-(4-amino-6-chloro-2-methylpyrimidin-5-yl)acrylic acid methyl ester